1,4-bis(isocyanatomethyl)cyclohexane tert-butyl-(3S)-4-{6-[(4-bromopyridin-2-yl)amino]pyridin-3-yl}-3-methylpiperazine-1-carboxylate C(C)(C)(C)OC(=O)N1C[C@@H](N(CC1)C=1C=NC(=CC1)NC1=NC=CC(=C1)Br)C.N(=C=O)CC1CCC(CC1)CN=C=O